Iridium(IV)-Oxid [Ir](=O)=O